3-[5,7-difluoro-2-(4-fluorophenyl)-1H-indol-3-yl]-1-methyl-cyclobutanecarboxylic acid FC=1C=C2C(=C(NC2=C(C1)F)C1=CC=C(C=C1)F)C1CC(C1)(C(=O)O)C